7-fluoro-3,4-dihydrobenzo[b][1,4]oxazine-5-carbaldehyde FC=1C=C(C2=C(OCCN2)C1)C=O